bis(indenyl)titanium dichloride [Cl-].[Cl-].C1(C=CC2=CC=CC=C12)[Ti+2]C1C=CC2=CC=CC=C12